C(C)(C)(C)OC(=O)N1CC2=CC(=CC=C2CC1)OC1=C2C(=NC=C1)N(C=C2C#C)COCC[Si](C)(C)C.NC2=C(C(=O)NCCOC)C=CC=C2 2-amino-N-(2-methoxyethyl)benzamide tert-Butyl-7-((3-ethynyl-1-((2-(trimethylsilyl)ethoxy)methyl)-1H-pyrrolo[2,3-b]pyridin-4-yl)oxy)-3,4-dihydroisoquinoline-2(1H)-carboxylate